CC(COCCOCC#C)(C(C)=O)C=1C=C(C=CC1)CCC(=O)OCC Ethyl 3-(3-(2-methyl-3-oxo-1-(2-(prop-2-yn-1-yloxy)ethoxy)butan-2-yl)phenyl)propanoate